1-((6aR,8S,9aR)-8-(hydroxymethyl)-2,2,4,4-Tetraisopropyl-9-oxohexahydrocyclopenta[f][1,3,5]trioxocin-8-yl)pyrimidine-2,4(1H,3H)-dione OC[C@]1(C[C@H]2[C@@H](OC(OC(OC2)(C(C)C)C(C)C)(C(C)C)C(C)C)C1=O)N1C(NC(C=C1)=O)=O